C(C)C=1C=NN2C1N=C(C=C2NCC=2C=CC(N(C2)CCCCCOC2=C(C=CC(=N2)C#N)F)=O)N2[C@@H](CCCC2)CCO 6-[5-[5-[[[3-ethyl-5-[(2S)-2-(2-hydroxyethyl)-1-piperidyl]pyrazolo[1,5-a]pyrimidin-7-yl]amino]methyl]-2-oxo-1-pyridyl]pentoxy]-5-fluoro-pyridine-2-carbonitrile